CC=1C=C2C(=C3CN(CC13)C(CC1CN(C1)C1=CC(=NC=C1)C(F)(F)F)=O)NC=N2 1-(5-methyl-6,8-dihydroimidazo[4,5-e]isoindol-7(1H)-yl)-2-(1-(2-(trifluoromethyl)pyridin-4-yl)azetidin-3-yl)ethane-1-one